CC1(CC(C(C1)O)O)C 4,4-dimethyl-1,2-cyclopentanediol